ethyl 2-((2-bromo-6-iodo-3-(methoxymethoxy)pyridin-4-yl)oxy)-2-fluoroacetate BrC1=NC(=CC(=C1OCOC)OC(C(=O)OCC)F)I